OC1=CC=C2C=C(C(OC2=C1)=O)C(=O)O 7-hydroxy-2-oxo-2H-chromene-3-carboxylic acid